3-[2-chloro-3-[4-[(4-methoxy-2-oxo-1-pyridyl)methyl]phenyl]phenyl]piperidine-2,6-dione ClC1=C(C=CC=C1C1=CC=C(C=C1)CN1C(C=C(C=C1)OC)=O)C1C(NC(CC1)=O)=O